C(C)C=1C=CC=C2C=CC=C(C12)N1CC=2N=C(N=C(C2CC1)N1CCN(CCC1)C(=O)N)OCC12CCCN2CCC1 4-(7-(8-ethylnaphthalen-1-yl)-2-((tetrahydro-1H-pyrrolizin-7a(5H)-yl)methoxy)-5,6,7,8-tetrahydropyrido[3,4-d]pyrimidin-4-yl)-1,4-diazepane-1-carboxamide